(4-([2,2':6',2''-terpyridyl]-4'-yl)phenyl)boric acid N1=C(C=CC=C1)C1=NC(=CC(=C1)C1=CC=C(C=C1)OB(O)O)C1=NC=CC=C1